FC(C1=CC(=NC=N1)C(=O)OCC)(F)F ethyl 6-(trifluoromethyl)pyrimidine-4-carboxylate